3-methyl-7-oxo-spiro[5H-cyclopenta[c]pyridine-6,4'-piperidine]-1'-carboxylic acid tert-butyl ester C(C)(C)(C)OC(=O)N1CCC2(CC1)CC1=C(C=NC(=C1)C)C2=O